4-hydroxy-3-pentene OC(=CCC)C